C1(=CC=CC2=CC=CC=C12)S(=O)(=O)N1C2=C(OCC1)C(=CN=C2)C2=CC=C(C#N)C=C2 4-(4-(naphthalen-1-ylsulfonyl)-3,4-dihydro-2H-pyrido[4,3-b][1,4]oxazin-8-yl)benzonitrile